O1C(=CC2=C1C=CC=C2)C2CCC(CC2)=O 4-(benzofuranyl)cyclohexanone